FC1=C(C=C(C=C1C)C1=NN2C(CNCC2)=C1)C 2-(4-Fluoro-3,5-dimethyl-phenyl)-4,5,6,7-tetrahydropyrazolo[1,5-a]pyrazine